FC(OC=1C=C(C=CC1)N1C([C@@](C2=CC(=CC=C12)C(=O)NC1(CS(C1)(=O)=O)C)(C(F)(F)F)O)=O)F (S)-1-(3-(difluoromethoxy)phenyl)-3-hydroxy-N-(3-methyl-1,1-dioxidothietan-3-yl)-2-oxo-3-(trifluoromethyl)indoline-5-carboxamide